C(C)(C)(C)OC(=O)N1CC2(N(C3=NC(=CC=C3CC2)C(F)(F)F)CC2=CC=C(C=C2)OC)CC1 1'-(4-methoxybenzyl)-7'-(trifluoromethyl)-3',4'-dihydro-1'h-spiro[pyrrolidine-3,2'-[1,8]naphthyridine]-1-carboxylic acid tert-butyl ester